(R)-N-(7-chloro-6-(4-((3R,4R)-4-hydroxy-3-methyltetrahydrofuran-3-yl)piperazin-1-yl)isoquinolin-3-yl)-7-oxaspiro[3.5]nonane-1-carboxamide ClC1=C(C=C2C=C(N=CC2=C1)NC(=O)[C@@H]1CCC12CCOCC2)N2CCN(CC2)[C@@]2(COC[C@@H]2O)C